N1(C=NC=C1)CCCNC(CC(C(=O)OC(CCCCCCCC)CCCCCCCC)CSCCC(OCCCCCCCCCCCCCC)=O)=O heptadecan-9-yl 4-((3-(1H-imidazol-1-yl)propyl)amino)-4-oxo-2-(((3-oxo-3-(tetradecyloxy)propyl)thio)methyl)butanoate